tert-Butyl (1R)-1-amino-7-azaspiro[3.5]nonane-7-carboxylate N[C@@H]1CCC12CCN(CC2)C(=O)OC(C)(C)C